6-(4-((R)-1-(2-aminopyridin-3-yl)ethyl)-8-chloro-10-fluoro-5,6-dihydro-4H-[1,4]oxazepino[5,6,7-de]quinazolin-9-yl)-N,N-bis(4-methoxybenzyl)-4-methyl-5-(trifluoromethyl)pyridin-2-amine NC1=NC=CC=C1[C@@H](C)N1CCOC=2C=3C1=NC=NC3C(=C(C2Cl)C2=C(C(=CC(=N2)N(CC2=CC=C(C=C2)OC)CC2=CC=C(C=C2)OC)C)C(F)(F)F)F